(S)-(4-((4-chlorophenoxy)methyl)-7-azabicyclo[2.2.1]heptan-1-yl)(3-fluorophenyl)methanol ClC1=CC=C(OCC23CCC(CC2)(N3)[C@@H](O)C3=CC(=CC=C3)F)C=C1